C(C)(C)(C)OC(=O)NCCOC1CCN(CC1)C(=O)OCC1=CC=CC=C1 benzyl 4-[2-(tert-butoxycarbonylamino)ethoxy]piperidine-1-carboxylate